FC1=CC=C(C=C1)C1=C(N=C(C2=CC3=C(C=C12)C=CN3C)N=S(=O)(C)C)C(C)C ((5-(4-fluorophenyl)-6-isopropyl-1-methyl-1H-pyrrolo[3,2-g]isoquinolin-8-yl)imino)dimethyl-λ6-sulfanone